ClC=1C(N(C(=CC1OCC1=NC=C(C=C1F)F)C)C1=CC(=NC=C1C)C1=NC(=NC=C1)C(C(=O)[O-])(C)C)=O 2-(4-(3-chloro-4-((3,5-difluoropyridin-2-yl) methoxy)-5',6-dimethyl-2-oxo-2H-[1,4'-bipyridyl]-2'-yl) pyrimidin-2-yl)-2-methylpropionate